N-octadecenyl-2-formyl-3-(2-propen-1-yloxy)-pyridin-4-one C(=CCCCCCCCCCCCCCCCC)N1C(=C(C(C=C1)=O)OCC=C)C=O